N1CCC2=CC=CC=C12 Anti-indoline